CNC1=C(C(C1=O)=O)NCCCN(CCCCCCCC(=O)OC(CCCCCCCC)CCCCCCCC)CCCCCCOC(=O)OCCCCCCCCC Heptadecan-9-yl 8-((3-((2-(methylamino)-3,4-dioxocyclobut-1-en-1-yl)amino)propyl)(6-(((nonyloxy)carbonyl)oxy)hexyl)amino)octanoate